N-benzyl-N-(1-(p-tolyl)vinyl)acrylamide tert-butyl-4-[2-[4-[3-(2,6-dioxo-3-piperidyl)-1-methyl-indazol-6-yl]-1-piperidyl]ethyl]piperidine-1-carboxylate C(C)(C)(C)OC(=O)N1CCC(CC1)CCN1CCC(CC1)C1=CC=C2C(=NN(C2=C1)C)C1C(NC(CC1)=O)=O.C(C1=CC=CC=C1)N(C(C=C)=O)C(=C)C1=CC=C(C=C1)C